3-[[4-chloro-6-(2,6-dimethylphenyl)-5-methyl-pyrimidin-2-yl]sulfamoyl]benzoic acid ClC1=NC(=NC(=C1C)C1=C(C=CC=C1C)C)NS(=O)(=O)C=1C=C(C(=O)O)C=CC1